ClC1=CC=C(C=C1)CC1(CCN(CC1)C=1C2=C(N=CN1)NC=C2)N 4-[(4-chlorophenyl)methyl]-1-(7H-pyrrolo[2,3-d]pyrimidin-4-yl)piperidin-4-amine